succinimide alpha-methylbutyrate CC(C(=O)O)CC.C1(CCC(N1)=O)=O